3-(3-(3-(6-cyclopropylpyrazolo[1,5-a]pyridine-3-carboxamido)-5-fluoro-4-methylphenyl)-1,2,4-oxadiazol-5-yl)azetidine-1-carboxylic acid methyl ester COC(=O)N1CC(C1)C1=NC(=NO1)C1=CC(=C(C(=C1)F)C)NC(=O)C=1C=NN2C1C=CC(=C2)C2CC2